5-amino-N-(2,6-difluorobenzyl)-N-((5-(2,6-difluorophenyl)pyridin-2-yl)methyl)-6,8-dihydro-1H-furo[3,4-d]pyrrolo[3,2-b]pyridine-2-carboxamide NC1=C2C(=C3C(=N1)C=C(N3)C(=O)N(CC3=NC=C(C=C3)C3=C(C=CC=C3F)F)CC3=C(C=CC=C3F)F)COC2